1-(2,5-dichlorophenyl)-1H-pyrazol-3-amine ClC1=C(C=C(C=C1)Cl)N1N=C(C=C1)N